3-(3H-[1,2,3]Triazolo[4,5-b]pyridin-5-yl)-N-(2-cyclopentylethyl)benzamide N1=NNC2=NC(=CC=C21)C=2C=C(C(=O)NCCC1CCCC1)C=CC2